5-((R)-1-cyclopentyl-[3,4'-bipiperidin]-1'-yl)-N-((R)-1-(2,4-dichlorophenyl)ethyl)-[1,2,4]triazolo[1,5-a]pyrimidin-7-amine C1(CCCC1)N1C[C@H](CCC1)C1CCN(CC1)C1=NC=2N(C(=C1)N[C@H](C)C1=C(C=C(C=C1)Cl)Cl)N=CN2